ClC=1C=C(C(=NC1)N1C([C@@H](N(C(C1)=O)CC1=CC=C(C=C1)C(F)(F)F)C1CCC1)=O)F (S)-1-(5-chloro-3-fluoro-pyridin-2-yl)-3-cyclobutyl-4-(4-(trifluoromethyl)-benzyl)piperazine-2,5-dione